C1=CC=CC=2C#CCCC3=C(C21)C=CC=C3 dibenzocyclooctyn